tert-butyl (tert-butoxycarbonyl)(2-fluoro-5-(methoxy(methyl)carbamoyl) (trifluoromethyl)phenyl)carbamate C(C)(C)(C)OC(=O)N(C(OC(C)(C)C)=O)C1=C(C(=CC(=C1)C(N(C)OC)=O)C(F)(F)F)F